NCCNC1CCC(CC1)CC(=O)N1CC(C1)OC1=C(C=2O[B-]([C@@H]3C[C@@H]3C2C=C1)(O)O)C(=O)[O-] (2S,4R)-9-[1-({(1r,4s)-4-[(2-aminoethyl)amino]cyclohexyl}acetyl)azetidin-3-yl]oxy-5,5-dihydroxy-6-oxa-5-boranuidatricyclo[5.4.0.02,4]undeca-1(7),8,10-triene-8-carboxylate